N-[3-[6-amino-5-(4-hydroxyphenyl)-3-pyridyl]phenyl]acetamide NC1=C(C=C(C=N1)C=1C=C(C=CC1)NC(C)=O)C1=CC=C(C=C1)O